1,2,3,5-tetrahydroxybenzene OC1=C(C(=CC(=C1)O)O)O